C1(CC1)NC1CCC(CC1)NC1=C(C=C(C=C1)S(=O)(=O)NC(C1=C(C=CC=C1)N1C2=C(OCC1)N=C1C(=C2)C=CN1)=O)[N+](=O)[O-] N-((4-((4-(cyclopropylamino)cyclohexyl)amino)-3-nitrophenyl)sulfonyl)-2-(2,3-dihydropyrrolo[3',2':5,6]pyrido[2,3-b][1,4]oxazin-1(6H)-yl)benzamide